4-(5-{2',7-dimethyl-1H,2'H-[3,4'-biindazol]-1-yl}pyridin-2-yl)-1,4-diazepane-1-carbaldehyde CN1N=C2C=CC=C(C2=C1)C1=NN(C2=C(C=CC=C12)C)C=1C=CC(=NC1)N1CCN(CCC1)C=O